1-Methyl-3-(3-phenylpropyl)-5-(pyrrolidin-1-yl)-1H-1,2,4-triazole CN1N=C(N=C1N1CCCC1)CCCC1=CC=CC=C1